2-formyl-6-nitro-indane-4-carbonitrile C(=O)C1CC=2C=C(C=C(C2C1)C#N)[N+](=O)[O-]